C1(=CC=CC=C1)C1=CC=C(N=N1)NC1[C@H]2CN(C[C@@H]12)CC1CCOCC1 (1s,5r)-N-(6-phenylpyridazin-3-yl)-3-(tetrahydropyran-4-ylmethyl)-3-azabicyclo[3.1.0]hexane-6-amine